6-Chloro-7-cyclopropyl-1-(2,6-diethylphenyl)-4-((2S)-2-methyl-4-(2-propenoyl)-1-piperazinyl)pyrido[2,3-d]pyrimidin-2(1H)-one ClC1=CC2=C(N(C(N=C2N2[C@H](CN(CC2)C(C=C)=O)C)=O)C2=C(C=CC=C2CC)CC)N=C1C1CC1